N1=CC=C2C1=NC=C(C2)C(=O)O pyrrolo[2,3-b]pyridin-5-carboxylic acid